(2-chloro-4-fluorophenyl)-N-[6-(4-fluorophenylamino)pyridazin-4-yl]acetamide ClC1=C(C=CC(=C1)F)CC(=O)NC1=CN=NC(=C1)NC1=CC=C(C=C1)F